2-(Methacryloyloxy)ethyl-endo,exo-5-norbornencarboxylat C(C(=C)C)(=O)OCCOC(=O)C1C2C=CC(C1)C2